BrC1=C(C=C(C=C1C(C)C)Br)C(C)C 1,4-dibromo-2,6-diisopropylbenzene